(1-hydroxyethyl)-deuteroporphyrin OC(C)C=1C(=C2NC1C=C1C=CC(=N1)C=C1C=CC(N1)=CC=1C=CC(N1)=C2)[2H]